4-(adamantan-1-ylamino)-2-(((S)-2,3,4,5-tetrahydro-3-hydroxybenzo[b][1,4]oxazepin-7-yl)amino)pyrimidine-5-carboxamide C12(CC3CC(CC(C1)C3)C2)NC2=NC(=NC=C2C(=O)N)NC2=CC3=C(OC[C@H](CN3)O)C=C2